bis-(di-ethylaminohydroxybenzoyl-benzoyl)piperazine C(C)N(CC)C1=C(C(=C(C(=O)N2CCN(CC2)C(C2=C(C(=C(C=C2)N(CC)CC)O)C(C2=CC=CC=C2)=O)=O)C=C1)C(C1=CC=CC=C1)=O)O